FC1=C(C=C(C=C1)NC(=O)C1=C(N(C(=C1C)C(C(=O)NC1(CC(C1)O)C)=O)C)C1=CSC=C1)C N-(4-fluoro-3-methylphenyl)-5-(2-(((1s,3s)-3-hydroxy-1-methylcyclobutyl)amino)-2-oxoacetyl)-1,4-dimethyl-2-(thiophen-3-yl)-1H-pyrrole-3-carboxamide